The molecule is a 3-oxo monocarboxylic acid that is butyric acid substituted at positions 2 and 3 by ethyl and oxo groups respectively. CCC(C(=O)C)C(=O)O